C(C)(C)(C)C1=NN(C(=C1)NC(=O)NC1=NC=C(C=C1)B1OC(C(O1)(C)C)(C)C)C1=CC=CC=C1 1-(3-(tert-butyl)-1-phenyl-1H-pyrazol-5-yl)-3-(5-(4,4,5,5-tetramethyl-1,3,2-dioxaborolan-2-yl)pyridin-2-yl)urea